[2-((S)-1-[1,4]dioxan-2-ylmethoxy)-1-ethyl-4-oxo-6,7-dihydro-4H-pyrido[2,1-a]isoquinolin-9-yloxy]-acetonitrile O1[C@@H](COCC1)COC=1C(=C2N(CCC3=CC(=CC=C23)OCC#N)C(C1)=O)CC